benzyl (cis-2-((6-phenylpyridin-2-yl)methyl)piperidin-3-yl)carbamate C1(=CC=CC=C1)C1=CC=CC(=N1)C[C@@H]1NCCC[C@@H]1NC(OCC1=CC=CC=C1)=O